(1S,2S,3S,6R)-6-((5-(4-fluoro-2,6-dimethylphenoxy)pentyl)amino)-4-(fluoromethyl)cyclohex-4-ene-1,2,3-triol 2,2,2-trifluoroacetate FC(C(=O)O)(F)F.FC1=CC(=C(OCCCCCN[C@@H]2C=C([C@@H]([C@@H]([C@H]2O)O)O)CF)C(=C1)C)C